C(C)OC(C[SiH3])(OCC)OCC Triethoxyethylsilan